C(C)(C)SC1CCNCC1 4-isopropylsulfanylpiperidine